4,6-dichloro-2-aminophenol ClC1=CC(=C(C(=C1)Cl)O)N